4-methylmorpholin-3-one CN1C(COCC1)=O